COC1=NC=CC(=C1)C1=C(C=2CCC2C=C1C)N 3-(2-methoxy-4-pyridyl)-4-methyl-bicyclo[4.2.0]Oct-1(6),2,4-trien-2-amine